O1COC2=C1C=CC(=C2)CC(C)N(C(=O)OCOC(CCCC(=O)O)=O)C 5-[[[2-(1,3-benzodioxol-5-yl)-1-methyl-ethyl]-methyl-carbamoyl]oxymethoxy]-5-oxo-pentanoic acid